FC(OC1=CC(=NN1)NC1=NC(=C(N=C1C)C)OC1CCNCC1)F N-(5-(difluoromethoxy)-1H-pyrazol-3-yl)-3,5-dimethyl-6-(piperidin-4-yloxy)pyrazin-2-amine